methantellurol C[TeH]